allen silicon [Si].C=C=C